CNOC.Cl O,N-dimethylhydroxylamine hydrochloride